C(C)(C)(C)OC(=O)N1CC2=C(C=C(C(=C2C(C1)C)F)C(F)F)OCC1=CC=CC=C1 8-(benzyloxy)-6-(difluoromethyl)-5-fluoro-4-methyl-3,4-dihydroisoquinoline-2(1H)-carboxylic acid tert-butyl ester